C(C=C)N(C(CC(=O)N(CC=C)CC=C)=O)CC=C N,N,N',N'-tetraallylmalonamide